C(=CC)N1C[C@@H](CCC1)C=1C=NC=CC1C1=CC(=C(CNC(=O)C2=NOC(=N2)C2(CC2)C)C=C1)C (S)-N-(4-(3-(1-propenylpiperidin-3-yl)pyridin-4-yl)-2-methylbenzyl)-5-(1-methylcyclopropyl)-1,2,4-oxadiazole-3-carboxamide